C(CC)(=O)Cl.[Pb] lead propionyl chloride